C(C)OC1=C(C(=O)NN2C=C(C(=C2CCC)C=O)C)C=C(C=C1)S(=O)(=O)N1CCC(CC1)CCO 1-(2-ethoxy-5-(4-(2-hydroxyethyl)piperidin-1-ylsulfonyl)benzamido)-4-formyl-3-methyl-5-propyl-1H-pyrrole